[K+].O[C@@H](CC(=O)[O-])C R-3-hydroxybutyrate potassium